ethyl 4-[(4R)-2-oxo-4-phenyl-1,2λ4,3-oxathiazolidin-3-yl]butanoate O=S1OC[C@H](N1CCCC(=O)OCC)C1=CC=CC=C1